IC1=NN(C2=NC(=CN=C21)N2CCC1(CC(N(C1)C1=CC(=NC=C1)C(F)(F)F)=O)CC2)C2COCCC2 8-(3-iodo-1-(tetrahydro-2H-pyran-3-yl)-1H-pyrazolo[3,4-b]pyrazin-6-yl)-2-(2-(trifluoromethyl)pyridin-4-yl)-2,8-diazaspiro[4.5]decan-3-one